COC(=O)C1=NC(=CC(=C1Cl)NC(C)=O)C1=CC=C(C=C1)I 4-acetylamino-3-chloro-6-(4-iodophenyl)-pyridine-2-carboxylic acid methyl ester